OCC1=C(C=C(C#N)C=C1)OC(C)C 4-(hydroxymethyl)-3-isopropoxybenzonitrile